O=C1NC(CCC1OC1=CC=C(C=C1)C1CCN(CC1)CC1CCC(CC1)C=1N=C2N(C=C(C(=C2)OC(C)C)C(=O)NC=2C=NN3C2N=CC=C3)C1)=O 2-[4-[[4-[4-[(2,6-Dioxo-3-piperidinyl)oxy]phenyl]-1-piperidinyl]methyl]cyclohexyl]-7-isopropoxy-N-pyrazolo[1,5-a]pyrimidin-3-yl-imidazo[1,2-a]pyridine-6-carboxamide